COC1=CC=C(C=C1)COC1=C2C(=NC(=C1)N1[C@@H](COCC1)C)C(=NS2)C2=CC=NN2C2OCCCC2 (3R)-4-{7-[(4-methoxyphenyl)methoxy]-3-[1-(oxan-2-yl)-1H-pyrazol-5-yl]-[1,2]thiazolo[4,5-b]pyridin-5-yl}-3-methylmorpholine